1-amino-3,3,5-trimethyl-5-aminomethylcyclohexane NC1CC(CC(C1)(CN)C)(C)C